ethyl 2-((6-(2-carbamoyl-6-(trifluoromethoxy)-1H-indol-1-yl)pyridin-2-yl)thio)acetate C(N)(=O)C=1N(C2=CC(=CC=C2C1)OC(F)(F)F)C1=CC=CC(=N1)SCC(=O)OCC